monoethyl ether chloride [Cl-].C(C)OCC